1,4-diazabicyclo[3.2.2]nonan-4-yl-[3-(2-fluoro-3-methoxy-phenyl)-5,6-dihydro-4H-cyclopenta-[c]pyrazol-1-yl]meth-anone N12CCN(C(CC1)CC2)C(=O)N2N=C(C1=C2CCC1)C1=C(C(=CC=C1)OC)F